ClC=1C(=C(C=CC1)NS(=O)(=O)C1=CC=C(C=C1)C)CCl N-(3-chloro-2-(chloromethyl)phenyl)-4-methylbenzenesulfonamide